FC=1C=C(C=CC1F)N1[C@@H](CCC1=O)C1=NC2=C(N1C1CCN(CC1)CC(=O)O)C=CC(=C2)C=2C(=NOC2C)C (S)-2-(4-(2-(1-(3,4-difluorophenyl)-5-oxopyrrolidin-2-yl)-5-(3,5-dimethylisoxazol-4-yl)-1H-benzo[d]imidazol-1-yl)piperidin-1-yl)acetic acid